FC(C=1C=C(C(=O)N([C@H](C)C=2C(=NC=CN2)C=2SC(=CN2)C(=O)N(C)CC)CC2CC2)C=C(C1)C(F)(F)F)(F)F |r| (rac)-2-{3-[1-{[3,5-Bis(trifluoromethyl)benzoyl](cyclopropylmethyl)amino}ethyl]pyrazin-2-yl}-N-ethyl-N-methyl-1,3-thiazole-5-carboxamide